FC=1C=C(NC2=CC=C(C(=N2)C(=O)NCC2=CC=CC=3OC(OC32)(F)F)OC)C=C(C1)F 6-(3,5-difluoroanilino)-N-[(2,2-difluoro-1,3-benzodioxol-4-yl)methyl]-3-methoxy-pyridine-2-carboxamide